P(O)(=O)(OP(=O)(O)OP(=O)(O)O)OC[C@@H]1[C@H]([C@H]([C@@H](O1)N1C(=O)NC(N)(C=C1)C(CCCCCCC)=O)O)O 4-octanoyl-cytidine triphosphate